ClC1=C(C(=CC(=C1)C(F)(F)F)F)NC=1N(C2=NC(=NC=C2N1)NC1CCOCC1)C1CCC(CC1)C(=O)N (1s,4s)-4-(8-(2-chloro-6-fluoro-4-(trifluoromethyl)phenylamino)-2-(tetrahydro-2H-pyran-4-ylamino)-9H-purin-9-yl)cyclohexanecarboxamide